C(CCCCCCCC(=O)O)(=O)O.C(CCCCCCCCCCCCCCCCC)N stearylamine azelaic acid salt